4-(4-nitrobenzyloxy)-benzaldehyde [N+](=O)([O-])C1=CC=C(COC2=CC=C(C=O)C=C2)C=C1